CCC(=O)N1[C@H](COC1=O)C(C)C (S)-(+)-4-isopropyl-3-propionyl-2-oxazolidinone